COC1=C(C=CC(=C1)COC(C)CC(C)C)O 2-methoxy-4-(((4-methylpentan-2-yl)oxy)methyl)phenol